C1(=CC=CC2=CC=CC=C12)N(C1=CC=CC=C1)C1=C(C(=C(C=C1)N(C1=CC=CC=C1)C1=CC=CC=C1)N(C1=CC=CC2=CC=CC=C12)C1=CC=CC=C1)N(C1=CC=CC2=CC=CC=C12)C1=CC=CC=C1 tris(N-(naphthalen-1-yl)-N-phenyl-amino)triphenylamine